4-(4-amino-5-hydroxy-6-methoxy-3-methylbenzo[b]thiophen-2-yl)-4-oxobutanoic acid NC1=C(C(=CC=2SC(=C(C21)C)C(CCC(=O)O)=O)OC)O